α-(3-aminophenyl)ethylamine NC=1C=C(C=CC1)C(C)N